butyl-tin diacetate C(C)(=O)[O-].C(C)(=O)[O-].C(CCC)[Sn+2]